[N-](S(=O)(=O)C(F)(F)F)S(=O)(=O)C(F)(F)F.C(CCC)[N+](CCCC)(CCCC)CCCC Tetrabutylammonium bis(trifluoromethylsulfonyl)imid